COC=1C=C(C=C(C1)OC)C1=NC(=NC(=C1)C#C)N 4-(3,5-dimethoxyphenyl)-6-ethynyl-2-pyrimidinylamine